1,2-dilinoleoyl-3-dimethylaminopropane C(CCCCCCC\C=C/C\C=C/CCCCC)(=O)CC(CN(C)C)C(CCCCCCC\C=C/C\C=C/CCCCC)=O